ClCC1=CC2=NC(=CC(=C2S1)N1CCOCC1)N1N=C(C=C1)C=1C=C(C=CC1)C 4-(2-(chloromethyl)-5-(3-(m-tolyl)-1H-pyrazol-1-yl)thieno[3,2-b]pyridin-7-yl)morpholine